O1C2=C(OCC1)C=C(C=C2)C=2C(=C(COC1=NC=3CCNCC3C=C1)C=CC2)C 2-((3-(2,3-Dihydrobenzo[b][1,4]dioxin-6-yl)-2-methylbenzyl)oxy)-5,6,7,8-tetrahydro-1,6-naphthyridine